C(=O)(OC(CCCCCCC)=O)OC(=O)OC(CCCCCCC)=O dicaprylyl dicarbonate